di(4-chlorobenzyl)oxalate ClC1=CC=C(COC(C(=O)OCC2=CC=C(C=C2)Cl)=O)C=C1